7-(dimethoxymethyl)-6-((2-carbonyl-1,3-oxazepan-3-yl)Methyl)-3,4-dihydro-1,8-naphthyridine-1(2H)-carboxamide COC(C1=C(C=C2CCCN(C2=N1)C(=O)N)CN1C(OCCCC1)=C=O)OC